FC(C=1C(=C(C=CC1)[C@@H](C#C)N[S@@](=O)C(C)(C)C)F)F (S)-N-((R)-1-(3-(difluoromethyl)-2-fluorophenyl)prop-2-yn-1-yl)-2-methylpropane-2-sulfinamide